S1C(SCCC1)C=1C=C(C=C(C1OCC1=CC=C(C=C1)OC)F)N1N=NC(=C1)C1=CC=C(C=C1)N1CCCC1 1-(3-(1,3-Dithiacyclohexane-2-yl)-5-fluoro-4-(4-methoxyphenylmethoxy)phenyl)-4-(4-(pyrrolidin-1-yl)phenyl)-1H-1,2,3-triazole